1-methyl-7-[4-[3-(2-oxooxazolidin-3-yl)propoxy]phenoxy]indazole-5-carboxamide CN1N=CC2=CC(=CC(=C12)OC1=CC=C(C=C1)OCCCN1C(OCC1)=O)C(=O)N